N-(2-pyrrolidin-1-ylethyl)propanamide N1(CCCC1)CCNC(CC)=O